ClC1=C2C(=C(N=C1Cl)C)NC(=C2)C(=O)NC2CC[Si](CC2)(C)C 4,5-dichloro-N-(1,1-dimethylsilacyclohexan-4-yl)-7-methyl-1H-pyrrolo[2,3-c]pyridine-2-carboxamide